1-(4-((4-(ethoxymethyl)-4-phenethylpiperidin-1-yl)methyl)phenyl)propan-2-one C(C)OCC1(CCN(CC1)CC1=CC=C(C=C1)CC(C)=O)CCC1=CC=CC=C1